ClCC1=C(C=O)OC=C1 3-chloromethylfurfural